F[C@@H]1C[C@@]2(CCCN2C1)COC1=NC2=C(C(=C(C=C2C(=N1)N1CC2CCC(C1)N2)Cl)C2=CC(=CC1=CC=CC=C21)O)F 4-(2-{[(2r,7as)-2-fluoro-hexahydro-1H-pyrrolizin-7a-yl]Methoxy}-6-chloro-4-{3,8-diazabicyclo[3.2.1]Oct-3-yl}-8-fluoroquinazolin-7-yl)naphthalen-2-ol